C(C)(C)(C)C1=C(OCC2=NNC(O2)=O)C=CC=C1 5-[(2-tert-butylphenoxy)methyl]-1,3,4-oxadiazol-2(3H)-one